(2S)-2-[[8-chloro-2-oxo-6-(trifluoromethyl)-1H-quinolin-4-yl]amino]propanamide ClC=1C=C(C=C2C(=CC(NC12)=O)N[C@H](C(=O)N)C)C(F)(F)F